3-[2-oxo-7-[3-(4-piperidinyloxy)propyl]-1,3-benzoxazol-3-yl]Piperidine-2,6-dione O=C1OC2=C(N1C1C(NC(CC1)=O)=O)C=CC=C2CCCOC2CCNCC2